N1=CC=C(C=C1)CN1CCC(CC1)CNC(OC(C)(C)C)=O tert-Butyl N-[[1-(4-pyridylmethyl)-4-piperidyl]methyl]carbamate